C(CCC)OCCOCC1(COC1)CC butoxyethyl-(3-ethyl-3-oxetanylmethyl)ether